(3S,6R)-6-isopropenyl-3-methyl-9-decenylacetate C(=C)(C)[C@@H](CC[C@H](CCCC(=O)[O-])C)CCC=C